6-(5-((butyl(cyclohexyl)amino)methyl)-1H-tetrazol-1-yl)-3-chloropicolinonitrile C(CCC)N(C1CCCCC1)CC1=NN=NN1C1=CC=C(C(=N1)C#N)Cl